2-(2-Aminopyridin-4-yl)-5-methyl-3-phenyl-7-(2,2,2-trifluoroethyl)-1,5,6,7-tetrahydro-4H-pyrrolo-[3,2-c]pyridin-4-one NC1=NC=CC(=C1)C1=C(C=2C(N(CC(C2N1)CC(F)(F)F)C)=O)C1=CC=CC=C1